ethyl tribromopropionate BrC(CC(=O)OCC)(Br)Br